N-(2-chlorophenyl)-4-((5-fluoro-2-((4-(piperidin-4-ylmethoxy)phenyl)amino)pyrimidin-4-yl)amino)benzamide ClC1=C(C=CC=C1)NC(C1=CC=C(C=C1)NC1=NC(=NC=C1F)NC1=CC=C(C=C1)OCC1CCNCC1)=O